dipropylenglycol propyl ether C(CC)OC(C)COC(C)CO